CS(=O)C=1N=CC=2N=CN=C(C2N1)O 6-Methanesulfinylpyrimido[5,4-d]pyrimidin-4-ol